[Na].C(C(=O)OCC)(=O)OCC diethyl oxalate sodium salt